NC1=C(C=C(C(=O)NC2=CC(=C(C=C2)N)O)C=C1)O 4-amino-N-(4-amino-3-hydroxyphenyl)-3-hydroxybenzamide